N-[(3S)-6,8-difluoro-4-oxo-3,5-dihydro-2H-1,5-benzoxazepin-3-yl]-5-(trifluoromethyl)-[1,2,4]triazolo[1,5-a]pyridine-2-carboxamide FC1=CC(=CC2=C1NC([C@H](CO2)NC(=O)C2=NN1C(C=CC=C1C(F)(F)F)=N2)=O)F